6,6'-dimethylbiphenyl-2,2'-dicarboxylic acid CC=1C=CC=C(C1C=1C(=CC=CC1C)C(=O)O)C(=O)O